CC1=CC=C(C=C1)S(=O)(=O)OCCC1=CC=C2C=CN=NC2=C1 2-(cinnolin-7-yl)ethyl 4-methylbenzenesulfonate